NCC=1C=C(C=CC1)C1=CC(=CC=2C=COC21)COC2=C(C=CC(=C2)CNP(=O)(OCC2=CC=CC=C2)OCC2=CC=CC=C2)CC(=O)O 2-(2-((7-(3-(aminomethyl)phenyl)benzofuran-5-yl)methoxy)-4-((bis(benzyloxy)phosphorylamino)methyl)phenyl)acetic acid